FC(OC1=NC=CC(=C1)C(C)N)F 1-(2-(difluoromethoxy)pyridin-4-yl)ethan-1-amine